ClC=1C=C2C(N(CN(C2=CC1)C1=C(C=C(C#N)C=C1)C)C=1C(=NC(=CC1)OC)C)=O 4-(6-chloro-3-(6-methoxy-2-methylpyridin-3-yl)-4-oxo-3,4-dihydroquinazolin-1(2H)-yl)-3-methylbenzonitrile